OCC1=CC=C(C=C1)C(C)N1C[C@@H](N(C[C@H]1C)C=1C2=C(N(C(N1)=O)C)C=CC(=N2)C#N)C 4-((2S,5R)-4-(1-(4-(hydroxymethyl)phenyl)ethyl)-2,5-dimethylpiperazin-1-yl)-1-methyl-2-oxo-1,2-dihydropyrido[3,2-d]Pyrimidine-6-carbonitrile